3-(tert-butyl)-5-(5-chloroisoindolin-2-yl)-N-(3-methoxyphenyl)-7-(1H-pyrazol-4-yl)pyrazolo[1,5-a]pyrimidine-2-carboxamide C(C)(C)(C)C=1C(=NN2C1N=C(C=C2C=2C=NNC2)N2CC1=CC=C(C=C1C2)Cl)C(=O)NC2=CC(=CC=C2)OC